ClC1=CC=2C(C(=N1)NCC1=C(C=C(C=C1)OC)OC)=NN(N2)CC2=NC=CC=C2 6-chloro-N-(2,4-dimethoxybenzyl)-2-(pyridin-2-ylmethyl)-2H-[1,2,3]triazolo[4,5-c]pyridin-4-amine